NC1=NC=CC=C1C1=NC=2C(=NC=C(C2)C=2C=NC=CC2)N1C=1C=C2CC[C@@H](C2=CC1)NC1CCN(CC1)C(C=C)=O 1-(4-{[(1S)-5-[2-(2-aminopyridin-3-yl)-6-(pyridin-3-yl)imidazo[4,5-b]pyridin-3-yl]-2,3-dihydro-1H-inden-1-yl]amino}piperidin-1-yl)prop-2-en-1-one